(2-chloro-4-fluoro-phenyl)-[(1S,5R)-8-[6-[4-[2-(4-chlorophenyl)ethyl]piperazin-1-yl]sulfonyl-1H-benzimidazol-4-yl]-3,8-diazabicyclo[3.2.1]octan-3-yl]methanone ClC1=C(C=CC(=C1)F)C(=O)N1C[C@@H]2CC[C@H](C1)N2C2=CC(=CC=1NC=NC12)S(=O)(=O)N1CCN(CC1)CCC1=CC=C(C=C1)Cl